C(CCC)SSCCC(C(=O)[O-])CCCCCC 2-(2-(butyldisulfanyl)ethyl)octanoate